(S)-1-((Z)-((S)-3-(4-chlorophenyl)-4-phenyl-4,5-dihydro-1H-pyrazol-1-yl)(((4-chlorophenyl)sulfonyl)imino)methyl)pyrrolidine-3-sulfonamide ClC1=CC=C(C=C1)C1=NN(C[C@@H]1C1=CC=CC=C1)\C(\N1C[C@H](CC1)S(=O)(=O)N)=N/S(=O)(=O)C1=CC=C(C=C1)Cl